(1-(6-Aminopyridin-3-yl)-3,3-difluoropiperidin-4-yl)(methyl)carbamic acid tert-butyl ester C(C)(C)(C)OC(N(C)C1C(CN(CC1)C=1C=NC(=CC1)N)(F)F)=O